2-formyl-6-[(1-methylpyrazol-4-yl)methoxy]-2,3-dihydro-1H-indene-4-carbonitrile C(=O)C1CC=2C=C(C=C(C2C1)C#N)OCC=1C=NN(C1)C